C(CCCCC\C=C\C=C\C)=O (7e,9e)-undecane-7,9-diene-1-aldehyde